COC1=NC=CC(=C1)N1N=CC2=CC(=C(C=C12)C)C1C[C@@H]2[C@@H](CN(C2)C2CCOCC2)C1 (2-methoxypyridin-4-yl)-6-methyl-5-((3aR,5r,6aS)-2-(tetrahydro-2H-pyran-4-yl)octahydrocyclopenta[c]pyrrol-5-yl)-1H-indazole